COC=1C=C(\C=N\NC(=O)C2=NC(=CN=C2)C2=CC=C(C=C2)CCC)C=C(C1)OC (E)-N'-(3,5-dimethoxybenzylidene)-6-(4-propylphenyl)pyrazine-2-carbohydrazide